FC=1C(=NC=C2C3=C(C(NC12)=O)CCC3)CN3CCN(CC3)C=3C=CC(=NC3C(F)(F)F)C(=O)NC 5-(4-((4-fluoro-6-oxo-6,7,8,9-tetrahydro-5H-cyclopenta[c][1,6]naphthyridin-3-yl)methyl)piperazin-1-yl)-N-methyl-6-(trifluoromethyl)picolinamide